NC=1C=C(C=CC1)NC1=NC(=NC=C1CNC1=CC=CC=C1)NC=1C=NN(C1)C N4-(3-aminophenyl)-N2-(1-methyl-1H-pyrazol-4-yl)-5-((phenylamino)methyl)pyrimidine-2,4-diamine